C(C1=CC=CC=C1)OCC(CO)O 3-benzyloxy-1,2-propylene glycol